2-[3,5-dichloro-2-(hydroxymethyl)-4-pyridyl]acetic acid ClC=1C(=NC=C(C1CC(=O)O)Cl)CO